(1R,2S,3R,5R)-3-(4-amino-7H-pyrrolo[2,3-d]pyrimidin-7-yl)-5-(3-chlorophenyl)cyclopentane-1,2-diol NC=1C2=C(N=CN1)N(C=C2)[C@H]2[C@@H]([C@@H]([C@H](C2)C2=CC(=CC=C2)Cl)O)O